CC1=NC(=NO1)C1=CC=C2C=CN=C(C2=C1)NCCN1C(C=2N(CC1)C=C(C2)C=2OC(=NN2)C)=O 2-(2-((7-(5-methyl-1,2,4-oxadiazol-3-yl)isoquinolin-1-yl)amino)ethyl)-7-(5-methyl-1,3,4-oxadiazol-2-yl)-3,4-dihydropyrrolo[1,2-a]pyrazin-1(2H)-one